[N+](=[N-])=CC(=O)C1=CC(=CC(=C1)OC)OC 2-diazo-1-(3,5-dimethoxy-phenyl)-ethanone